5-bromo-1-methyl-1,2,3,4-tetrahydroisoquinoline BrC1=C2CCNC(C2=CC=C1)C